C1(CCC1)[C@H](C)NCC1=C2C(=NC(=C1)C(=O)NC=1C=NC=C(C1)C1(CC(C1)C)C1=NN=CN1C)C(CC2)(F)F 4-({[(1S)-1-cyclobutylethyl]amino}methyl)-7,7-difluoro-N-{5-[(1r,3s)-3-methyl-1-(4-methyl-1,2,4-triazol-3-yl)cyclobutyl]pyridin-3-yl}-5H,6H-cyclopenta[b]pyridine-2-carboxamide